N-(1-cyclopropyl-1H-pyrazol-4-yl)-1-methylpiperidin-3-amine C1(CC1)N1N=CC(=C1)NC1CN(CCC1)C